CC1=C(OC2=CC=C(C(=C2C(=O)O)F)C(F)(F)F)C=CC(=C1)C 6-(2,4-dimethylphenoxy)-2-fluoro-3-(trifluoromethyl)benzoic acid